OC1=C(C(=O)O)C=C(C=C1)\N=N\C1=CC(=CC=C1)C1=NC(=NC=C1)NC1=CC(=CC=C1)C(F)(F)F (E)-2-hydroxy-5-((3-(2-((3-(trifluoromethyl)phenyl)amino)pyrimidin-4-yl)phenyl)diazenyl)benzoic acid